2-fluoro-6-hydroxy-4-(6-(6-((6-methoxypyridin-3-yl)methyl)-3,6-diazabicyclo[3.1.1]heptan-3-yl)pyridin-3-yl)pyrazolo[1,5-a]pyridine-3-carbaldehyde FC1=NN2C(C(=CC(=C2)O)C=2C=NC(=CC2)N2CC3N(C(C2)C3)CC=3C=NC(=CC3)OC)=C1C=O